F[Sb-](F)(F)(F)(F)F.C1(=CC=CC=C1)[IH+] (phenyl)iodonium hexafluoroantimonat